1-di-n-butylamino-3-methylenepent-4-ene C(CCC)N(CCC(C=C)=C)CCCC